7-((3aR,4R,6aS)-6-(((tert-butyldiphenylsilyl)oxy)methyl)-2,2-dimethyltetrahydrothieno[3,4-d][1,3]dioxol-4-yl)-5-phenyl-7H-pyrrolo[2,3-d]pyrimidin-4-amine [Si](C1=CC=CC=C1)(C1=CC=CC=C1)(C(C)(C)C)OCC1S[C@H]([C@H]2[C@@H]1OC(O2)(C)C)N2C=C(C1=C2N=CN=C1N)C1=CC=CC=C1